2-[1-[(2-fluoro-4-isopropyl-phenyl)methyl]-4-methoxycarbonyl-4-piperidyl]acetic acid FC1=C(C=CC(=C1)C(C)C)CN1CCC(CC1)(C(=O)OC)CC(=O)O